sulfur phosphorite P([O-])([O-])[O-].[S+2].P([O-])([O-])[O-].[S+2].[S+2]